1-((1-ethyl-imidazol-5-yl)methyl)-4-methoxy-benzo[d]imidazole-6-carboxylic acid C(C)N1C=NC=C1CN1C=NC2=C1C=C(C=C2OC)C(=O)O